O=C1CCC=NN1 6-oxo-1,4,5,6-tetrahydropyridazin